[C@H]1([C@H](O)[C@@H](O)[C@H](O)[C@H](O1)CO)O[C@H]1[C@H](O[C@@H]([C@H]([C@@H]1O)O)CO)OC[C@H]([C@H]([C@@H]([C@H](C=O)O)O)O)O α-D-Glucopyranosyl-(1→2)-α-D-glucopyranosyl-(1→6)-D-glucose